(1H-indazol-5-yl)imidazo[4,5-b]pyridine N1N=CC2=CC(=CC=C12)C=1NC=2C(=NC=CC2)N1